3-methyl-4-((6-(trifluoromethyl)pyridin-3-yl)methyl)-1H-pyrrole-2-carboxylic acid ethyl ester C(C)OC(=O)C=1NC=C(C1C)CC=1C=NC(=CC1)C(F)(F)F